C(C)(=O)NC1CCC(CC1)C1=NC2=CC=C(N=C2C(=C1C(=O)N)NC(C)C)C=1C=NC=CC1 (1R,4R)-4-acetamidocyclohexyl-4-(isopropylamino)-6-(pyridin-3-yl)-1,5-naphthyridine-3-carboxamide